octahydro-naphthalene-1,7-dione C1(CCCC2CCC(CC12)=O)=O